anti-3H-benzopyran-3,4-d [7-[4-fluoro-2-(2-methoxyethoxy)phenyl]-6-(5,6,7,8-tetrahydro-[1,2,4]triazolo[1,5-a]pyrazin-2-yl)thieno[3,2-c]pyridin-4-yl]trifluoromethanesulfonate FC1=CC(=C(C=C1)C=1C2=C(C(=NC1C1=NN3C(CNCC3)=N1)OS(=O)(=O)C(F)(F)F)C=CS2)OCCOC.O2CC(C(C1=C2C=CC=C1)[2H])[2H]